2-[4-bromo-2-(3-bromopropyloxy)phenyl]-8-chloro-chromen-4-one BrC1=CC(=C(C=C1)C=1OC2=C(C=CC=C2C(C1)=O)Cl)OCCCBr